(2-fluoro-6-methylenetetrahydro-1H-pyrrolizin-7a(5H)-yl)methanol FC1CC2(CC(CN2C1)=C)CO